COC(=O)C=1C=C(C=C2C=NN(C12)COCC[Si](C)(C)C)Br.CC1=NC2=CC=C(C=C2C(=C1)C1=NN(C=N1)COCC[Si](C)(C)C)C(=O)N1CCOCC1 (2-methyl-4-(N-((2-(trimethylsilyl)ethoxy)methyl)-1,2,4-triazol-3-yl)quinolin-6-yl)(morpholino)methanone methyl-5-bromo-1-{[2-(trimethylsilyl)ethoxy]methyl}indazole-7-carboxylate